CC1=C(C=C(C=C1)NC(=O)C1=CC(=NC=C1)C(F)(F)F)C1=CC(=NC(=C1)N1CCOCC1)C#C[C@@H](C)NC(OC(C)(C)C)=O tert-butyl N-[(2R)-4-(4-{2-methyl-5-[2-(trifluoromethyl)pyridine-4-amido]phenyl}-6-(morpholin-4-yl)pyridin-2-yl)but-3-yn-2-yl]carbamate